CNC di-methylamine